CS(=O)(=O)OC1=C(C=CC=C1)NC(=O)NC1=C(C=CC=C1)OS(=O)(=O)C N,N'-di-[2-(methanesulfonyloxy)phenyl]urea